2-(p-bromophenyl)-8-chloro-1,2-dihydro-2,3,7-triaza-1-bora-1-naphthol BrC1=CC=C(C=C1)N1B(C2=C(N=CC=C2C=N1)Cl)O